N-(3-(7-(dimethylphosphinoyl)-2-methyl-2,3-dihydro-[1,4]dioxino[2,3-c]pyridin-5-yl)-1H-pyrrolo[2,3-c]pyridin-5-yl)acetamide CP(=O)(C1=CC2=C(C(=N1)C1=CNC3=CN=C(C=C31)NC(C)=O)OCC(O2)C)C